tert-butyl (5-(2-(2-(1H-indazol-6-yl)-5-methylpiperidin-1-yl)-2-oxoacetamido)-3-methylpyridin-2-yl)carbamate N1N=CC2=CC=C(C=C12)C1N(CC(CC1)C)C(C(=O)NC=1C=C(C(=NC1)NC(OC(C)(C)C)=O)C)=O